phenyl(thio)acetate C1(=CC=CC=C1)SCC(=O)[O-]